N,N,2-trimethylpiperazine-1-carboxamide CN(C(=O)N1C(CNCC1)C)C